2-(5-methylthiazol-2-yl)but-3-yn-2-ol CC1=CN=C(S1)C(C)(C#C)O